FC=1C=NC(=NC1C)NC1=C(C=CC(=C1)N1CCN(CC1)C)OC(F)(F)F 5-fluoro-6-methyl-2-((5-(4-methylpiperazin-1-yl)-2-(trifluoromethoxy)phenyl)amino)pyrimidine